C1(CC1)CC=1N(C(=CC1C=1SC(=C(N1)C(=O)O)C)C1=CC(=CC=C1)C#CC1CC(C1)(F)F)CC1=CC(=C(C=C1)S(N)(=O)=O)F 2-(2-(cyclopropylmethyl)-5-(3-((3,3-difluorocyclobutyl)ethynyl)phenyl)-1-(3-fluoro-4-sulfamoylbenzyl)-1H-pyrrol-3-yl)-5-methylthiazole-4-carboxylic acid